(3R)-3-(4-Fluorophenoxymethyl)-2-{[5-methyl-2-(2H-1,2,3-triazol-2-yl)phenyl]carbonyl}-2-azabicyclo[3.1.1]heptan FC1=CC=C(OC[C@@H]2N(C3CC(C2)C3)C(=O)C3=C(C=CC(=C3)C)N3N=CC=N3)C=C1